5-(3-(sec-butyl)-2-oxo-2,3,4,5-tetrahydro-1H-benzo[1,4]diazepine-4-carbonyl)-1H-pyrrole-2-carboxylic acid C(C)(CC)C1C(NC2=C(CN1C(=O)C1=CC=C(N1)C(=O)O)C=CC=C2)=O